1-methyl-1H-benzo[d]imidazole-5-carbonitrile CN1C=NC2=C1C=CC(=C2)C#N